ClC=1C=CC(=C(C1)C1=CC(=NC=C1C(=O)O)C)OC(F)F 4-(5-chloro-2-(difluoromethoxy)phenyl)-6-methylnicotinic Acid